FC=1C(=C(C=CC1F)C(C(O)NC=1C=C2C=CN(CC2=CC1)C(=O)N)[C@@H]([C@H](C(F)(F)F)C)C)OC 6-[(4S,5R)-3-(3,4-difluoro-2-methoxyphenyl)-4,5-dimethyl-5-(trifluoromethyl)oxapentan-2-ylamino]isoquinoline-2-carboxamide